tert-butyl 2-methyl-4-(naphthalen-1-yl)quinoline-6-carboxylate CC1=NC2=CC=C(C=C2C(=C1)C1=CC=CC2=CC=CC=C12)C(=O)OC(C)(C)C